CS(=O)(=O)N1C[C@@H](CCC1)N1CCCC2=C1N=NC(=C2C)C2=C(C=C(C=C2)C(F)(F)F)O 2-{8-[(3R)-1-(methylsulfonyl)piperidin-3-yl]-4-methyl-5,6,7,8-tetrahydropyrido[2,3-c]pyridazin-3-yl}-5-(trifluoromethyl)phenol